tert-butyl 7-[5-(4,6-dimethylpyrazolo[1,5-a]pyrazin-2-yl)-7-fluoro-indazol-2-yl]-4-azaspiro[2.5]octane-4-carboxylate CC=1C=2N(C=C(N1)C)N=C(C2)C2=CC1=CN(N=C1C(=C2)F)C2CCN(C1(CC1)C2)C(=O)OC(C)(C)C